C1(CC1)S(=O)(=O)NC=1SC=C(N1)C(C(=O)NC1=CC=C(C=C1)C1=NC=CC=N1)(C)C 2-(2-(cyclopropanesulfonamido)thiazol-4-yl)-2-methyl-N-(4-(pyrimidin-2-yl)phenyl)propanamide